C(C)N1CCN(CC1)C1=CC(=NC=N1)N1CCC2(CN(C2)C(=O)OC(C)(C)C)CC1 tert-butyl 7-(6-(4-ethylpiperazin-1-yl) pyrimidin-4-yl)-2,7-diazaspiro[3.5]nonane-2-carboxylate